tert-butyl 6-((5-chloro-4-((2-(N,N-dimethylaminosulfonyl)phenyl)amino)pyrimidin-2-yl)amino)-3,4-dihydroisoquinoline-2(1H)-carboxylate ClC=1C(=NC(=NC1)NC=1C=C2CCN(CC2=CC1)C(=O)OC(C)(C)C)NC1=C(C=CC=C1)S(=O)(=O)N(C)C